5-benzyl-3-((imidazo[1,2-a]pyridine-5-carboxamido)methyl)-4,5-dihydroisoxazole C(C1=CC=CC=C1)C1CC(=NO1)CNC(=O)C1=CC=CC=2N1C=CN2